4,6-dichloro-1-methyl-1H-pyrazolo[3,4-d]Pyrimidine ClC1=C2C(=NC(=N1)Cl)N(N=C2)C